CC(=O)CC(=O)NC1=CC(=C(C=C1OC)Cl)OC 4-chloro-2,5-dimethoxyacetoacetanilide